The molecule is an alkaloid isolated from the marine sponge Phakellia flabellata and Acanthella costata. It acts as an alpha2B adrenoceptor agonist. It has a role as an alpha-adrenergic agonist, a marine metabolite and an animal metabolite. It is a member of guanidines, an alkaloid and an organobromine compound. C1C[C@@]23[C@@H](N=C(N2)N)N4C(=CC(=C4Br)Br)C(=O)N3C1